C(C)(C)C1=CC=C(C=C1)N1N(C(=CC1=O)C)C 2-(4'-isopropylphenyl)-1,5-dimethyl-1,2-dihydro-3H-pyrazol-3-one